FC1=C(C(=O)O)C(=CC(=C1)C(F)(F)F)I 2-fluoro-6-iodo-4-(trifluoromethyl)benzoic acid